1,4-bis(p-methoxyphenyl)-1,2-diallyl-1-butene-3-yne COC1=CC=C(C=C1)C(=C(C#CC1=CC=C(C=C1)OC)CC=C)CC=C